CN(C1=CC(NC(N1CC)=O)=O)C 6-(dimethylamino)-1-ethyl-pyrimidine-2,4-dione